5-{5-{[6-cyclopropyl-5-(trifluoromethyl)pyridin-3-yl]-7-[{[1-(ethoxymethyl)cyclopentyl]methyl}(methyl)amino]-1H-imidazo[4,5-b]pyridin-2-yl}pyrazin-2-yl}piperidine-4-carboxylate C1(CC1)C1=C(C=C(C=N1)N1C(=NC2=NC=CC(=C21)N(C)CC2(CCCC2)COCC)C=2N=CC(=NC2)C2C(CCNC2)C(=O)[O-])C(F)(F)F